C1(CCC1)C=1N(C(=NN1)NS(=O)(=O)[C@H]1CN(CCC1)C1=NC=C(C=N1)F)C1=C(C=CC=C1OC)OC (R)-N-(5-cyclobutyl-4-(2,6-dimethoxyphenyl)-4H-1,2,4-triazol-3-yl)-1-(5-fluoropyrimidin-2-yl)piperidine-3-sulfonamide